[N+](#CC#N)[O-] dicyan oxide